N-(5-Bromo-1,3,4-thiadiazol-2-yl)-2-((1-isopropyl-4-oxo-4,5-dihydro-1H-pyrazolo[3,4-d]pyrimidin-6-yl)thio)acetamid BrC1=NN=C(S1)NC(CSC=1NC(C2=C(N1)N(N=C2)C(C)C)=O)=O